methyl-3-methyl-4-morpholinyl-cyclobutanecarboxylic acid CC1(CC(C1N1CCOCC1)C)C(=O)O